[4-[(1R,2S)-6-tert-butoxy-2-phenyl-tetralin-1-yl]phenyl]-4-(dimethoxymethyl)piperidine C(C)(C)(C)OC=1C=C2CC[C@@H]([C@@H](C2=CC1)C1=CC=C(C=C1)N1CCC(CC1)C(OC)OC)C1=CC=CC=C1